4-(4-fluorobenzyl)-1H-pyrazole hydrochloride Cl.FC1=CC=C(CC=2C=NNC2)C=C1